N-(2-((5-bromo-2-((2-chloro-4-(4-(4-methylpiperazin-1-yl)piperidin-1-yl)phenyl)amino)pyrimidin-4-yl)amino)-5-fluorophenyl)methanesulfonamide BrC=1C(=NC(=NC1)NC1=C(C=C(C=C1)N1CCC(CC1)N1CCN(CC1)C)Cl)NC1=C(C=C(C=C1)F)NS(=O)(=O)C